CN1CCC(CC1)NC=1C=C2C3=C(C=NC2=CC1)C(C1=C3C=NC(=N1)C(F)(F)F)=O 2-((1-methylpiperidin-4-yl)amino)-9-(trifluoromethyl)-7H-pyrimido[5',4':3,4]cyclopenta[1,2-c]quinolin-7-one